Methyl (3S)-3-(5-(2,6-dimethylphenyl)pyridin-3-yl)-3-(4-methyl-2-(5-(morpholinomethyl)-2-oxopyridin-1(2H)-yl)pentanamido)propanoate CC1=C(C(=CC=C1)C)C=1C=C(C=NC1)[C@H](CC(=O)OC)NC(C(CC(C)C)N1C(C=CC(=C1)CN1CCOCC1)=O)=O